N-(2-((1R,3R)-3-aminocyclopentane-1-carboxamido)ethyl)-4-((3-(1-(cyanomethyl)-3-(trifluoromethyl)-1H-pyrazol-4-yl)imidazo[1,2-a]pyrazin-8-yl)amino)-2-ethylbenzamide formate C(=O)O.N[C@H]1C[C@@H](CC1)C(=O)NCCNC(C1=C(C=C(C=C1)NC=1C=2N(C=CN1)C(=CN2)C=2C(=NN(C2)CC#N)C(F)(F)F)CC)=O